benzyl 4-[4-[2-[(3S)-12-(2-hydroxyphenyl)-3-methyl-4,8,10,11-tetrazatricyclo[7.4.0.02,7]trideca-1(9),2(7),10,12-tetraen-4-yl]pyrimidin-5-yl]-1-piperidyl]piperidine-1-carboxylate OC1=C(C=CC=C1)C=1N=NC=2NC=3CCN([C@H](C3C2C1)C)C1=NC=C(C=N1)C1CCN(CC1)C1CCN(CC1)C(=O)OCC1=CC=CC=C1